((S)-1-(6-(diethylamino)pyridin-3-yl)ethyl)-2-methylpropan-2-sulfinamide C(C)N(C1=CC=C(C=N1)[C@@H](C)CC(C)(S(=O)N)C)CC